N(=[N+]=[N-])[C@@H]1CN(C[C@H]1OCC1=CC=C(C=C1)C(F)(F)F)C(=O)OC(C)(C)C tert-butyl trans-3-azido-4-((4-(trifluoromethyl)benzyl)oxy)pyrrolidine-1-carboxylate